C(CCCCC)C1CCC(O1)=O 5-hexyldihydro-2(3H)furanone